bromo-iodine BrI